N(C(=S)N)[C@H]1CN(CCC1)C(=O)OC(C)(C)C tert-butyl (R)-3-thioureidopiperidine-1-carboxylate